NCCN(CCN)CCCCCCCCCCCC N1-(2-Aminoethyl)-N1-dodecyl-1,2-ethanediamine